C(CCC)NC=1C=CC(=C(C(=O)OC)C1)C Methyl 5-(butylamino)-2-methylbenzoate